FC(OC1=C(C=C(C=C1F)C(C)C)C(C(=O)O)N1C[C@@H](CC1)N(CCCCCC1=NC=2NCCCC2C=C1)C)F 2-(2-(difluoromethoxy)-3-fluoro-5-isopropylphenyl)-2-((R)-3-(methyl(5-(5,6,7,8-tetrahydro-1,8-naphthyridin-2-yl)pentyl)amino)pyrrolidin-1-yl)acetic acid